FC(CC1CN(C1)C=1C=C2C(=CC=NC2=CC1)C(=O)O)(F)F 6-(3-(2,2,2-trifluoroethyl)azetidin-1-yl)quinoline-4-carboxylic acid